(2-aminoethyl)amino-ethane NCCNCC